4-[(1S,4R,5R)-5-{[4-cyclopropyl-1-(2,6-dichlorophenyl)-1H-pyrazol-5-yl]methoxy}-3-oxo-2-azabicyclo[2.2.1]heptane-2-yl]-2-fluorobenzoic acid C1(CC1)C=1C=NN(C1CO[C@H]1[C@@H]2C(N([C@H](C1)C2)C2=CC(=C(C(=O)O)C=C2)F)=O)C2=C(C=CC=C2Cl)Cl